N-[[(3R)-pyrrolidin-3-yl]methyl]cyclopropylamine N1C[C@@H](CC1)CNC1CC1